C1(=CC=CC=C1)[B-](C1=CC=CC=C1)(C1=CC=CC=C1)C1=CC=CC=C1.OC(COC1=CC=C(C=C1)[IH+])CCCCCCCCCCCC [4-[(2-hydroxytetradecyl)-oxy]phenyl]iodonium tetraphenylborate